(2S,4R)-6-chloro-N-{3-[5-(4-chloro-3-fluorophenyl)-1,3-oxazol-2-yl]bicyclo[1.1.1]pentan-1-yl}-4-hydroxy-3,4-dihydro-2H-1-benzopyran-2-carboxamide ClC=1C=CC2=C([C@@H](C[C@H](O2)C(=O)NC23CC(C2)(C3)C=3OC(=CN3)C3=CC(=C(C=C3)Cl)F)O)C1